COC1=CC=C(C(=O)OC2=C(C(=CC=C2)OC)OC)C=C1 2,3-dimethoxyphenyl 4-methoxybenzoate